2H-benzo[d][1,3]oxathiole-3,3-dioxide O1CS(C2=C1C=CC=C2)(=O)=O